4-(4-amino-6-(4-(2-fluoroacrylamido)phenyl)pyrazolo[5,1-f][1,2,4]triazin-5-yl)-2-fluoro-N-(2,2,2-trifluoroethyl)benzamide NC1=NC=NN2C1=C(C(=N2)C2=CC=C(C=C2)NC(C(=C)F)=O)C2=CC(=C(C(=O)NCC(F)(F)F)C=C2)F